ClC=1C2=C(N=CN1)N(C=C2)CC 4-chloro-7-ethyl-7H-pyrrolo[2,3-d]pyrimidine